BrC1=C(C(=O)OC)C=C(C=C1)CO methyl 2-bromo-5-(hydroxymethyl)benzoate